N-(3-(2-bromo-5-(2-((2,2-dioxido-2-thiaspiro[3.3]heptan-6-yl)amino)-pyrimidin-4-yl)thiazol-4-yl)-2-fluorophenyl)-2,6-difluorobenzenesulfonamide BrC=1SC(=C(N1)C=1C(=C(C=CC1)NS(=O)(=O)C1=C(C=CC=C1F)F)F)C1=NC(=NC=C1)NC1CC2(CS(C2)(=O)=O)C1